NC=1C(=C2C(=CN(C2=CC1C(=O)OC)CC(F)(F)F)C#N)C1=C(C(=CC=C1)O)C methyl 5-amino-3-cyano-4-(3-hydroxy-2-methylphenyl)-1-(2,2,2-trifluoroethyl)indole-6-carboxylate